5-chloro-3-ethyl-7-vinylquinazoline-2,4(1H,3H)-dione ClC1=C2C(N(C(NC2=CC(=C1)C=C)=O)CC)=O